ClC1=NC(=NC(=C1)C)NC 4-chloro-N,6-dimethylpyrimidin-2-amine